N1(CCCCCC1)C(=O)C=1C=C(C=CC1)C1=CC=C(C=C1)Cl azepan-1-yl(4'-chloro-[1,1'-biphenyl]-3-yl)methanone